(((tert-butyldiphenylsilyl)oxy)methyl)oxazole-2-carbaldehyde [Si](C1=CC=CC=C1)(C1=CC=CC=C1)(C(C)(C)C)OCC=1N=C(OC1)C=O